C(#N)C1=CC=C(C(=C1CNC(=O)C=1N=NN(C1)CC=1N=C2N(C=C(C=C2CCC(=O)OCC)C2CC2)C1)F)OC ethyl 3-(2-((4-((6-cyano-2-fluoro-3-methoxybenzyl)carbamoyl)-1H-1,2,3-triazol-1-yl)methyl)-6-cyclopropylimidazo[1,2-a]pyridin-8-yl)propanoate